ClC1=CC=C(C=C1)C=1C=C2C(=NC1)NN=C2C(=O)C=2C(=C(C=CC2F)NS(=O)(=O)CCC)F N-(3-(5-(4-Chlorophenyl)-1H-pyrazolo[3,4-b]pyridin-3-carbonyl)-2,4-difluorophenyl)propan-1-sulfonamid